N1C=CC2=CC(=CC=C12)C1=CC=NC=N1 6-(1H-indol-5-yl)-pyrimidin